C[C@H]1C/C=C/[C@H]2[C@@H](C(=C([C@@H]3[C@@]2(C(=O)C[C@@H]4[C@@H]1C(=C(C4=O)O)C)C(=O)N[C@H]3CC5=CNC6=CC=CC=C65)C)C)O The molecule is a cytochalasan alkaloid found in Chaetomium globosum. It has a role as a Chaetomium metabolite. It is a cytochalasan alkaloid, a member of indoles and a macrocycle.